BrC=1C=C2C(=CC=NC2=CC1)N1CCNCC1 6-bromo-4-(piperazin-1-yl)quinoline